C(C)(=O)[O-].CC(CC(C)(C)C)(C)N1C=[N+](C=C1)CCCCCCCCCCCCCCCCCC 1-(1,1,3,3-tetramethylbutyl)-3-octadecylimidazolium acetate